C(\C=C/CC)OC(CCCN(CCCCCCCCC)CC(=O)N1CCN(CC1)C(CN(CCCCCCCCC)CCN(CCCCCCCCC)CCCCCCCCC)=O)=O.C12(C=CC(CC1)C2)C=C norbornenyl ethylene (Z)-Pent-2-en-1-yl-4-((2-(4-(N-(2-(dinonylamino)ethyl)-N-nonylglycyl)piperazin-1-yl)-2-oxoethyl)(nonyl)amino)butanoate